C(C)(C)C1=NC=CC(=C1NC1=NC=CC2=C1C(N1C(CO2)CNCC1)=O)C ((2-isopropyl-4-methylpyridin-3-yl)amino)-6,6a,7,8,9,10-hexahydro-12H-pyrazino[2,1-c]pyrido[3,4-f][1,4]oxazepin-12-one